C(=O)(O)CC[Si](O)(O)O.[Al] aluminium carboxyethylsilanetriol